CC=1N=C2CN(CC2=C2CC(CC12)(C)C)C=O (5,7,7-trimethyl-3,6,7,8-tetrahydro-1H-2,4-diaza-as-indacen-2-yl)-methanone